Cl.ClC=1C=C(OC2CCC(CC2)NC(=O)C=2N=NC(=CC2)N2CCCCC2)C=CC1C#N N-((1r,4r)-4-(3-chloro-4-cyanophenoxy)cyclohexyl)-6-(piperidin-1-yl)pyridazin-3-carboxamide hydrochloride